ClC=1C=C(C=CC1)NC1=C(C(=O)O)C=CC=N1 2-((3-chlorophenyl)amino)nicotinic acid